2-[4-(2-methacryloyloxyethoxyethoxy)phenyl]-2-[4-(2-methacryloyloxyethoxy)phenyl]propane C(C(=C)C)(=O)OCCOCCOC1=CC=C(C=C1)C(C)(C)C1=CC=C(C=C1)OCCOC(C(=C)C)=O